(2R,4aS,6aS,12bR,14aS,14bR)-9-(acetoxy)-2,4a,6a,9,12b,14a-hexamethyl-10,11-dioxo-1,2,3,4,4a,5,6,6a,9,10,11,12b,13,14,14a,14b-hexadecahydropicene-2-carboxylic acid C(C)(=O)OC1(C2=CC=C3[C@]4(CC[C@]5(CC[C@](C[C@H]5[C@@]4(CC[C@]3(C2=CC(C1=O)=O)C)C)(C(=O)O)C)C)C)C